(6-Chlorochroman-3-yl)-[1-[2-(dimethylamino)ethyl]-6-(5-methoxy-1H-pyrazol-4-yl)indol-3-yl]methanone ClC=1C=C2CC(COC2=CC1)C(=O)C1=CN(C2=CC(=CC=C12)C=1C=NNC1OC)CCN(C)C